C1=CC=CC=2C3=CC=CC=C3C(C12)COC(=O)N[C@H](C(=O)OC)CC1=CC=C(C=C1)C1=C(C=C(C=C1)O)C methyl (2S)-2-(9H-fluoren-9-ylmethoxycarbonylamino)-3-[4-(4-hydroxy-2-methyl-phenyl)phenyl]propanoate